FC1=C(C=CC(=C1)B1OC(C(O1)(C)C)(C)C)CS(=O)(C)=N [2-fluoro-4-(4,4,5,5-tetramethyl-1,3,2-dioxaborolan-2-yl)phenyl]methyl-imino-methyl-oxo-lambda6-sulfane